tert-Butyl 4-(2-(4-(7-(6-cyano-5-(trifluoromethyl)pyridin-3-yl)-8-oxo-6-thioxo-5,7-diazaspiro[3.4]octan-5-yl)-2-ethylphenoxy)ethyl)piperidine-1-carboxylate C(#N)C1=C(C=C(C=N1)N1C(N(C2(CCC2)C1=O)C1=CC(=C(OCCC2CCN(CC2)C(=O)OC(C)(C)C)C=C1)CC)=S)C(F)(F)F